C(=CC)C1=CC(=CC=C1)C=CC 1,3-dipropenyl-benzene